C(#N)C=1C=C(C=CC1)/C=C/C(=O)C1=CC=C(OCCCC(=O)O)C=C1 4-[4-[(E)-3-(3-Cyanophenyl)prop-2-enoyl]phenoxy]butanoic acid